(2S,3R)-2-tetradecanoylaminohexadecane-1,3-diol C(CCCCCCCCCCCCC)(=O)N[C@@H](CO)[C@@H](CCCCCCCCCCCCC)O